C(#N)CC1CC(C1)=CC(=O)OC methyl 2-[3-(cyanomethyl)cyclobutylidene]acetate